CC1=C(CNC=2C=C(C(=O)O)C=CC2Br)C(=CC=C1)C 3-((2,6-Dimethylbenzyl)amino)-4-bromobenzoic acid